(4S)-N-(3-Chloro-2,4-difluorophenyl)-1-((3-hydroxypyrrolidin-3-yl)methyl)-N-methyl-3-(6-methyl-4-(trifluoromethyl)pyridin-2-yl)-2-oxoimidazolidine-4-carboxamide ClC=1C(=C(C=CC1F)N(C(=O)[C@H]1N(C(N(C1)CC1(CNCC1)O)=O)C1=NC(=CC(=C1)C(F)(F)F)C)C)F